C(C)N1CC(CCC1)COC1=C(C=C2C(=NC=NC2=C1)C1=CC=C(C=C1)NC(CN1N=NC(=C1)C(C)C)=O)OC N-(4-(7-((1-ethylpiperidin-3-yl)methoxy)-6-methoxyquinazolin-4-yl)phenyl)-2-(4-isopropyl-1H-1,2,3-triazole-1-yl)acetamide